lithium sulfur telluride S=[Te].[Li]